FC(S(=O)(=O)[O-])(F)F.FC(S(=O)(=O)[O-])(F)F.[Ba+2] barium bis(trifluoromethanesulfonate)